NC1=NC=CC=C1C1=NC=2C(=NC(=CC2)C=2C=NC=CC2)N1C1=CC=C(CN2CCN(CC2)C2=NC(=NC=C2)C#N)C=C1 4-(4-(4-(2-(2-aminopyridin-3-yl)-5-(pyridin-3-yl)-3H-imidazo[4,5-b]pyridin-3-yl)benzyl)piperazin-1-yl)pyrimidine-2-carbonitrile